Palmitoyl-(palmitic acid) C(CCCCCCCCCCCCCCC)(=O)C(C(=O)O)CCCCCCCCCCCCCC